tert-butyl N-[3-[4-[(1-methyl-4-piperidyl)amino]-1-(2,2,2-trifluoroethyl)indol-6-yl]prop-2-ynyl]carbamate CN1CCC(CC1)NC1=C2C=CN(C2=CC(=C1)C#CCNC(OC(C)(C)C)=O)CC(F)(F)F